pyrrolo[4,3,2-de]cinnolin-4(5H)-one N1=NC=C2C=3C(=CC=CC13)NC2=O